N1C(=NC2=C1C=CC=C2)CNC2=NC(=NC=1N2N=CC1C1C(C1)(F)F)N1CCOCC1 N-[(1H-benzimidazol-2-yl)methyl]-8-(2,2-difluorocyclopropyl)-2-(morpholin-4-yl)pyrazolo[1,5-a][1,3,5]triazin-4-amine